(S)-3-(5-(4-((1-(4-((3R,4S)-7-hydroxy-3-(3-(trifluoromethoxy)phenyl)isochroman-4-yl)phenyl)piperidin-4-yl)methyl)piperazin-1-yl)-1-oxoisoindolin-2-yl)piperidine-2,6-dione OC1=CC=C2[C@@H]([C@@H](OCC2=C1)C1=CC(=CC=C1)OC(F)(F)F)C1=CC=C(C=C1)N1CCC(CC1)CN1CCN(CC1)C=1C=C2CN(C(C2=CC1)=O)[C@@H]1C(NC(CC1)=O)=O